ClC1=C(C(=CC=C1)F)S(=O)(=O)NC=1C(=NC=C(C1)C=1C=CC=2N=CN=C(C2N1)N1CCN(CC1)C(\C=C\C(C)=O)=O)OC (E)-2-chloro-6-fluoro-N-(2-methoxy-5-(4-(4-(4-oxopent-2-enoyl)piperazin-1-yl)pyrido[3,2-d]pyrimidin-6-yl)pyridin-3-yl)benzenesulfonamide